4-bromo-3-((bromotriphenyl-λ5-phosphanyl)methyl)benzonitrile BrC1=C(C=C(C#N)C=C1)CP(C1=CC=CC=C1)(C1=CC=CC=C1)(C1=CC=CC=C1)Br